ClC1=C2C(=NC=C1F)CC(C2)CNCCC2CN(C(O2)=O)C2=NC1=C(OCC(N1)=O)N=C2 6-[5-[2-[(4-chloro-3-fluoro-6,7-dihydro-5H-cyclopenta[b]pyridin-6-yl)methylamino]ethyl]-2-oxo-1,3-oxazolidin-3-yl]-4H-pyrazino[2,3-b][1,4]oxazin-3-one